7-[3-(4-Chloro-2-methyl-2H-indazol-5-yl)-5-methyl-1H-pyrazolo[3,4-b]pyrazin-6-yl]-2,7-diazaspiro[3.5]nonane ClC=1C2=CN(N=C2C=CC1C1=NNC2=NC(=C(N=C21)C)N2CCC1(CNC1)CC2)C